2-[4-[(E)-3-(3-Phenylmethoxyphenyl)prop-2-enoyl]phenoxy]acetic acid C1(=CC=CC=C1)COC=1C=C(C=CC1)/C=C/C(=O)C1=CC=C(OCC(=O)O)C=C1